FC=1C=C(C=C(C1C)C=1N=C(C2=C(N1)C=CS2)N2CCOCC2)NC(=O)C2=NN(C(=C2)S(=O)(=O)C)C2=CC=C(C=C2)F N-(3-fluoro-4-methyl-5-(4-morpholinothieno[3,2-d]pyrimidin-2-yl)phenyl)-1-(4-fluorophenyl)-5-(methylsulfonyl)-1H-pyrazole-3-carboxamide